1,1-dimethyl-3H-isobenzofuran-5-carbonitrile CC1(OCC2=CC(=CC=C12)C#N)C